ClC=1C=C(CN2N=C3N(C2=O)[C@H](CC3)C(=O)N3C[C@H]([C@H](C3)F)F)C=CC1F |&1:11| (5RS)-2-(3-Chloro-4-fluorobenzyl)-5-{[(3R,4S)-3,4-difluoropyrrolidin-1-yl]carbonyl}-2,5,6,7-tetrahydro-3H-pyrrolo[2,1-c][1,2,4]triazol-3-one